FC=1C=C(C=CC1F)N1C(CC[C@H]1C1=NC2=C(N1C1CC(C1)CO)C=CC(=C2)C=2C(=NOC2C)C)=O (S)-1-(3,4-difluorophenyl)-5-(5-(3,5-dimethylisoxazol-4-yl)-1-((1r,3S)-3-(hydroxymethyl)cyclobutyl)-1H-benzo[d]imidazol-2-yl)pyrrolidin-2-one